O=C1NC(CCC1N1C(C2=CC=C(C(=C2C1=O)OC)C1(CCN(CC1)CC1=CC=C(C=C1)F)O)=O)=O 2-(2,6-dioxopiperidin-3-yl)-5-(1-(4-fluorobenzyl)-4-hydroxypiperidin-4-yl)-4-methoxyisoindoline-1,3-dione